C[N+](CCS(=O)(=O)O)(CCCCCC(CCCCCCCC)N)C dimethyl-(6-aminotetradecyl)sulfoethylammonium